NC(C)(C)C1=C(C(=NC(=C1F)C1=CC=C(C=C1)F)C(CNC(OC(C)(C)C)=O)(C(F)(F)F)O)F T-Butyl {2-[4-(2-Aminopropan-2-yl)-3,5-Difluoro-6-(4-Fluorophenyl)Pyridin-2-yl]-3,3,3-Trifluoro-2-Hydroxypropyl}Carbamate